NC=1C2=C(N=CN1)C(=CC(=N2)N2C[C@H](CCC2)C2=NOC(=C2)[C@]2(C(N(CC2)C)=O)O)C (R)-3-(3-((S)-1-(4-Amino-8-methylpyrido[3,2-d]pyrimidin-6-yl)piperidin-3-yl)isoxazol-5-yl)-3-hydroxy-1-methylpyrrolidin-2-one